OCC=1C=CC(=NC1COC)C=O 5-(hydroxymethyl)-6-methoxymethyl-pyridinealdehyde